C1=C(C=C(C=C1Cl)Cl)F 3,5-dichlorofluorobenzene